N[C@H]1[C@@H](CC[C@H](C1)CCB(O)O)CNC([C@H](CC(=O)OCC1=CC=CC=C1)N)=O (1R,2S,5R)-1-Amino-2-(((S)-2-amino-4-(benzyloxy)-4-oxobutanamido)methyl)-5-(2-boronoethyl)cyclohexane